CC1(OC=2C=C(C=C(C2C2=C1C=CC(=C2)C)O)CCCCC)C 6,6,9-trimethyl-3-pentyl-6H-benzo[c]chromene-1-ol